tert-Butyl 8,8-dimethyl-3-nitro-7,8-dihydro-1,6-naphthyridine-6(5H)-carboxylate CC1(CN(CC=2C=C(C=NC12)[N+](=O)[O-])C(=O)OC(C)(C)C)C